(6-Fluoro-9-(trifluoromethyl)-1,3,4,5-tetrahydropyrido[4,3-b]indol-2-yl)-(5-(trifluoromethyl)-1H-pyrazol-3-yl)-methanone FC1=CC=C(C=2C3=C(NC12)CCN(C3)C(=O)C3=NNC(=C3)C(F)(F)F)C(F)(F)F